N1N=CC=C1CN(C1=CC(=CC=C1)Br)CC=1C=2N(C=CN1)C=NN2 N-((1H-pyrazol-5-yl)methyl)-1-([1,2,4]triazolo[4,3-a]pyrazin-8-yl)-N-(3-bromophenyl)methylamine